N-(2-(3-(piperidin-4-yl)indol-1-yl)pyrimidin-4-yl)-1H-indazol-5-amine N1CCC(CC1)C1=CN(C2=CC=CC=C12)C1=NC=CC(=N1)NC=1C=C2C=NNC2=CC1